C(CCCCCCCCCCCCCCCCCCCCCCCCCCCCCCC)OC(CCCCCCCCCCCCCCCC)=O.C1(=CC=CC=C1)C=CC1=CC2=CC=CC3=CC=CC1=C23 1-(2-phenylethenyl)acenaphthylene dotriacontan-1-yl-margarate